S(=O)(=O)(O)O.N[C@@H](CC1=CNC2=CC=CC=C12)C(=O)O L-tryptophan hydrogensulfate